5-[(4R)-7-chloro-10-[3-(4-chloro-3,5-dimethyl-phenoxy)propyl]-6-(4,6-dimethylpyrimidin-5-yl)-4-methyl-1-oxo-3,4-dihydropyrazino[1,2-a]indol-2-yl]naphthalene-2-carboxylic Acid ClC=1C=CC=2C(=C3N(C2C1C=1C(=NC=NC1C)C)[C@@H](CN(C3=O)C3=C1C=CC(=CC1=CC=C3)C(=O)O)C)CCCOC3=CC(=C(C(=C3)C)Cl)C